FC1=NC=CC=C1NC=1C=NC=2CCNCC2C1 N-(2-fluoropyridin-3-yl)-5,6,7,8-tetrahydro-1,6-naphthyridin-3-amine